methyl 4-((3,4-dichlorobenzyl)amino)-2-ethylbenzoate ClC=1C=C(CNC2=CC(=C(C(=O)OC)C=C2)CC)C=CC1Cl